[Si](C)(C)(C)C1=C(OC2=CC(=C(C(=C2C1=O)OC)OC)OC)C1=CC=C(C=C1)OC (TMS)5,6,7,4'-Tetramethoxyflavone